C1(=C(C=CC=C1)C#CC1=NNC2=CC=C(C=C12)C(=O)N1CC2(C1)C(CNCC2)C)C2=CC=CC=C2 (3-([1,1'-biphenyl]-2-ylethynyl)-1H-indazol-5-yl)(5-methyl-2,7-diazaspiro[3.5]nonan-2-yl)methanone